fluorochromic isothiocyanate [N-]=C=S.F[Cr+2].[N-]=C=S